rac-6-(2-((3aR,5s,6aS)-5-(4-fluorophenoxy)hexahydrocyclopenta[c]pyrrol-2(1H)-yl)-1-hydroxyethyl)pyridin-3-ol FC1=CC=C(OC2C[C@@H]3[C@@H](CN(C3)CC(O)C3=CC=C(C=N3)O)C2)C=C1